ethyl 1-(4-methoxyphenyl)-1,4,6,7-tetrahydropyrano[4,3-c]pyrazole-3-carboxylate COC1=CC=C(C=C1)N1N=C(C2=C1CCOC2)C(=O)OCC